N-((1-(4-(6-(Difluoromethyl)imidazo[1,2-b]pyridazin-3-yl)-6-(2-(methylamino)ethoxy)pyridin-2-yl)piperidin-3-yl)methyl)methanesulfonamide FC(C=1C=CC=2N(N1)C(=CN2)C2=CC(=NC(=C2)OCCNC)N2CC(CCC2)CNS(=O)(=O)C)F